butyl (2R)-2-[4-[5-(trifluoromethyl)pyridin-2-yl]oxyphenoxy]propanoate FC(C=1C=CC(=NC1)OC1=CC=C(O[C@@H](C(=O)OCCCC)C)C=C1)(F)F